NC(C=O)CC 2-aminobutyraldehyde